CNC=1N=CC(=C2C=C(N=CC12)C1(CC1)C(=O)N)C1=NN(C=C1)CC=1SC=CN1 (8-(methylamino)-5-(1-(thiazol-2-ylmethyl)-1H-pyrazol-3-yl)-2,7-naphthyridin-3-yl)cyclopropanecarboxamide